C(CC)C1CC(CCC1)NC(=O)CC(C(CC(=O)NC1CC(CCC1)CCC)C(=O)NC1CC(CCC1)CCC)C(=O)NC1CC(CCC1)CCC 1,2,3,4-butanetetracarboxylic acid tetra(3-n-propylcyclohexylamide)